lyxofuranose OC1[C@@H](O)[C@@H](O)[C@H](O1)CO